N-methylethoxyethylamide tetraacetate C(C)(=O)[O-].C(C)(=O)[O-].C(C)(=O)[O-].C(C)(=O)[O-].CC(C)OCC[NH-]